ClC1=C(C(=CC=C1)F)C1=NOC(=C1COCC1(CCN(CC1)C1=CC=C2C(=CN(C2=C1)C)C(=O)O)F)C1CC1 6-(4-(((3-(2-chloro-6-fluorophenyl)-5-cyclopropylisoxazol-4-yl)methoxy)methyl)-4-fluoropiperidin-1-yl)-1-methyl-1H-indole-3-carboxylic acid